C(OCC=CCCCCCCCCC)([O-])=O 2-dodecenyl carbonate